N-(1-cyanopiperidin-3-yl)-[1,1'-biphenyl]-3-carboxamide C(#N)N1CC(CCC1)NC(=O)C=1C=C(C=CC1)C1=CC=CC=C1